2-(4,6-diphenyl-1,3,5-triazine-2-yl)[(hexyl)oxy]-phenol C1(=CC=CC=C1)C1=NC(=NC(=N1)C1=CC=CC=C1)C1=C(C=CC=C1OCCCCCC)O